C(CC)(=O)O[C@H]1CC[C@@H]2[C@@]1(CC[C@@H]1[C@]3(CCC=4N=C(SC4C3=CC[C@@H]21)NN2CCN(CC2)C)C)C (5aR,5bS,7aS,8S,10aS,10bR)-5a,7a-dimethyl-2-((4-methylpiperazin-1-yl)amino)-5,5a,5b,6,7,7a,8,9,10,10a,10b,11-dodecahydro-4H-cyclopenta[7,8]phenanthro[2,1-d]thiazol-8-yl propionate